4-{[(6-chloropyridin-3-yl)methyl](ethyl)amino}-1,3-oxazol-2(5H)-one ClC1=CC=C(C=N1)CN(C1=NC(OC1)=O)CC